9-((5-(3-amino-3-(6-chloropyridin-2-yl)piperidin-1-yl)-6'-methyl-[2,3'-bipyridin]-4-yl)methyl)-9H-purin-6-amine NC1(CN(CCC1)C=1C(=CC(=NC1)C=1C=NC(=CC1)C)CN1C2=NC=NC(=C2N=C1)N)C1=NC(=CC=C1)Cl